2'-(5-Fluoro-2-((5-(1-methylpiperidin-4-yl)pyridin-2-yl)amino)pyrimidin-4-yl)-3',5'-dimethylspiro[cyclopropane-1,6'-thieno[2,3-c]pyrrol]-4'(5'H)-one FC=1C(=NC(=NC1)NC1=NC=C(C=C1)C1CCN(CC1)C)C1=C(C2=C(C3(N(C2=O)C)CC3)S1)C